ClC1=NC=2N[C@H](C(N(C2C=N1)C)=O)CC (7S)-2-chloro-7-ethyl-5-methyl-7,8-dihydropteridin-6(5H)-one